8-Bromo-2,2-dimethyl-2H-pyrido[4,3-b][1,4]oxazin-3(4H)-one BrC1=CN=CC2=C1OC(C(N2)=O)(C)C